1-(tert-butoxycarbonyl)-2-(((tert-butyldiphenylsilyl)oxy)methyl)piperidine-3-carboxylic acid C(C)(C)(C)OC(=O)N1C(C(CCC1)C(=O)O)CO[Si](C1=CC=CC=C1)(C1=CC=CC=C1)C(C)(C)C